F\C(=C/C=1C(=C(C=CC1)C1=C(C(=CC=C1)\C=C(\C1=CC(=C(C=C1)C=O)OC)/F)C)C)\C=1C=CC(=C(OCC=2C=NC=C(C#N)C2)C1)C=O 5-((5-((Z)-1-fluoro-2-(3'-((Z)-2-fluoro-2-(4-formyl-3-methoxyphenyl)vinyl)-2,2'-dimethyl-[1,1'-biphenyl]-3-yl)vinyl)-2-formylphenoxy)methyl)nicotinnitrile